1-(5-Cyclopropylpyridin-3-yl)-3-isopropyl-N-(3-methyl-1,1-dioxidothietan-3-yl)-2-oxo-2,3-dihydro-1H-benzo[d]imidazole-5-carboxamide C1(CC1)C=1C=C(C=NC1)N1C(N(C2=C1C=CC(=C2)C(=O)NC2(CS(C2)(=O)=O)C)C(C)C)=O